2-((3-methyl-1-(1-methylpiperidin-4-yl)-1H-pyrazol-4-yl)amino)-4-((3-(2-oxo-1,3-oxazinan-3-yl)propyl)amino)pyrimidine-5-carbonitrile CC1=NN(C=C1NC1=NC=C(C(=N1)NCCCN1C(OCCC1)=O)C#N)C1CCN(CC1)C